CNC1=NC(=NC=C1)OC1CNCC1 3-((4-(methylamino)pyrimidin-2-yl)oxy)pyrrolidin